(Phenyl)-cholan-24-amide C1(=CC=CC=C1)C(C(=O)N)C[C@@H](C)[C@H]1CC[C@H]2[C@@H]3CCC4CCCC[C@]4(C)[C@H]3CC[C@]12C